2-chloro-3-(isopropylsulfonyl)-N-(5-methyl-1,3,4-oxadiazol-2-yl)-4-(methylsulfonyl)benzamide ClC1=C(C(=O)NC=2OC(=NN2)C)C=CC(=C1S(=O)(=O)C(C)C)S(=O)(=O)C